1-Pyridin-3-yl-pyrrolidine-3(R)-carboxylic acid methyl ester COC(=O)[C@H]1CN(CC1)C=1C=NC=CC1